2-chloro-4-(3-methyl-1-(4-methyl-4H-1,2,4-triazol-3-yl)cyclobutyl)pyridine ClC1=NC=CC(=C1)C1(CC(C1)C)C1=NN=CN1C